ClC=1C=C(C=NC1)OC1=CC=C(C=N1)S(=O)(=O)N1[C@H]([C@@H]2CC[C@H](C1)N2C(=O)OCCOC)C(NO)=O (1S,2R,5R)-2-methoxyethyl 3-((6-((5-chloropyridin-3-yl)oxy)pyridin-3-yl)-sulfonyl)-2-(hydroxycarbamoyl)-3,8-diazabicyclo[3.2.1]-octane-8-carboxylate